[Ru](Cl)(Cl)Cl.C1(=CC=CC=C1)C1=CC=NC2=C3N=CC=C(C3=CC=C12)C1=CC=CC=C1.C1(=CC=CC=C1)C1=CC=NC2=C3N=CC=C(C3=CC=C12)C1=CC=CC=C1.C1(=CC=CC=C1)C1=CC=NC2=C3N=CC=C(C3=CC=C12)C1=CC=CC=C1 tris(4,7-diphenyl-1,10-phenanthroline) ruthenium trichloride